FC1=CC(=C(C=C1)\C=C\C)OC (E)-4-fluoro-2-methoxy-1-(prop-1-en-1-yl)benzene